[Si](C)(C)(C(C)(C)C)OCC1=CC2=NC=CC(=C2S1)C=1C=C(C=C2CCCN(C12)C1CN(C1)C(=O)OC(C)(C)C)C tert-butyl 3-[8-[2-[[tert-butyl(dimethyl) silyl] oxymethyl] thieno[3,2-b]pyridin-7-yl]-6-methyl-3,4-dihydro-2H-quinolin-1-yl]azetidine-1-carboxylate